2-(4-methoxyphenyl)-4-cyanopyridine COC1=CC=C(C=C1)C1=NC=CC(=C1)C#N